2-(4-chlorophenyl)-2-((methylseleno)methyl)-2,3-dihydrobenzofuran ClC1=CC=C(C=C1)C1(OC2=C(C1)C=CC=C2)C[Se]C